N-(3-Bromo-4-fluorophenyl)acetamide BrC=1C=C(C=CC1F)NC(C)=O